2-[(2,6-Dimethylpyridin-4-yl)methyl]-8-methyl-4,5-dihydro-2H-furo[2,3-g]indazole-7-carboxylic acid ethyl ester C(C)OC(=O)C1=C(C2=C(CCC3=CN(N=C23)CC2=CC(=NC(=C2)C)C)O1)C